C(C)(=O)N[C@@H]1[C@H]([C@@H](C=C(C1)C(=O)O)OC(CC)CC)N (3R,4R,5S)-5-acetamido-4-amino-3-(1-ethylpropoxy)cyclohex-1-ene-1-carboxylic acid